N1C(CNCC1)C(=O)N[C@@H](C)C(=O)OC methyl (piperazine-2-carbonyl)-L-alaninate